FC=1C=C(C=C(C1)C(F)(F)F)C1=CC(=C2C(=N1)N=C(N2)C2=CC=C(C=C2)N2CCC(CC2)N(CC(=O)O)C)N(C)CC2(CCC2)COC N-[1-(4-{5-[3-Fluoro-5-(trifluoromethyl)phenyl]-7-[{[1-(methoxymethyl)cyclobutyl]methyl}(methyl)amino]-1H-imidazo[4,5-b]pyridin-2-yl}phenyl)piperidin-4-yl]-N-methylglycin